NC1=CC=C2C(=C(C(OC2=C1)=O)CC(=O)O)C (7-Amino-4-methyl-2-oxo-2H-chromen-3-yl)acetic acid